FC=1C=CC(=NC1)N1CC=2N(CC1)N=C(N2)COC[C@H](C)NC(OC(C)(C)C)=O Tert-butyl (S)-(1-((7-(5-fluoropyridin-2-yl)-5,6,7,8-tetrahydro-[1,2,4]triazolo[1,5-a]pyrazin-2-yl)methoxy)propan-2-yl)carbamate